The molecule is a hydroxy monocarboxylic acid anion. It derives from a butyrate. It is a conjugate base of a 2,3-dihydroxy-3-methylbutanoic acid. CC(C)(C(C(=O)[O-])O)O